(+)-3-[(4R)-4-isopropyl-1-cyclohexen-1-yl]propanal C(C)(C)[C@H]1CC=C(CC1)CCC=O